N-[(2R,3S)-3-{[4-fluoro-3-(trifluoromethyl)phenyl]carbamoyl}-7-(propan-2-ylidene)bicyclo[2.2.1]heptan-2-yl]-4-methoxypyridine-3-carboxamide FC1=C(C=C(C=C1)NC(=O)[C@@H]1[C@@H](C2CCC1C2=C(C)C)NC(=O)C=2C=NC=CC2OC)C(F)(F)F